2-methyl-5-decanone CC(C)CCC(CCCCC)=O